ClC1=NC(=NN2C1=C(C(=C2)C=2C=NC=CC2)C)C=2N(C=CN2)C 4-chloro-5-methyl-2-(1-methyl-1H-imidazol-2-yl)-6-(pyridin-3-yl)pyrrolo[2,1-f][1,2,4]triazine